O=C1OC(C=2C=C3CCN(C3=CC2N1)C(=O)OC(C)(C)C)=O tert-butyl 2,4-dioxo-1,4,6,7-tetrahydro-[1,3]oxazino[5,4-f]indole-8(2H)-carboxylate